1H-benzo[d][1,2,3]triazole-5-carboxamide N1N=NC2=C1C=CC(=C2)C(=O)N